FC=1C(=NC=C(C1)C1=CC=NN1)OC1=CC=C(C=C1)C=1N=NN(N1)O 5-(4-((3-fluoro-5-(1H-pyrazol-5-yl)pyridin-2-yl)oxy)phenyl)-2H-tetrazol-2-ol